OCC[C@@H]1CC[C@H](N1C(=O)OC(C)(C)C)C(=O)OC(C)(C)C di-tert-Butyl (2S,5S)-5-(2-hydroxyethyl)pyrrolidine-1,2-dicarboxylate